CN1NC(C=C1C(=O)OC)=O methyl 2-methyl-5-oxo-2,5-dihydro-1H-pyrazole-3-carboxylate